(1-((1R,4R,5S)-2-azabicyclo[2.1.1]hex-5-yl)-8-(2-cyanoethyl)-4-ethoxy-6-fluoro-7-(3-hydroxynaphthalen-1-yl)-1H-pyrrolo[3,2-c]quinolin-2-yl)-N,N-dimethylpropionamide [C@H]12NC[C@H]([C@@H]1N1C(=CC=3C(=NC=4C(=C(C(=CC4C31)CCC#N)C3=CC(=CC1=CC=CC=C31)O)F)OCC)C(C(=O)N(C)C)C)C2